4-acetyl-N-(4-(ethylsulfonyl)benzyl)benzamide C(C)(=O)C1=CC=C(C(=O)NCC2=CC=C(C=C2)S(=O)(=O)CC)C=C1